ClC1=CC(=C(COC2=CC=CC(=N2)C2CCN(CC2)CC2=NC3=C(N2CCOC)C=C(C=C3)C(=O)O)C(=C1)F)F 2-((4-(6-((4-chloro-2,6-difluorobenzyl)oxy)pyridin-2-yl)piperidin-1-yl)methyl)-1-(2-methoxyethyl)-1H-benzo[d]imidazole-6-carboxylic acid